CC(COC=1C=CC=CC1)C 3-(2-methylpropoxy)benzene